ClC=1C=C(CNCCCOC2CCN(CC2)C2=NC3=C(C4=CN=CC=C24)C=CC(=C3)C(=O)O)C=CC1OC(F)(F)F 5-(4-(3-((3-Chloro-4-(trifluoromethoxy)benzyl)amino)propoxy)piperidin-1-yl)benzo[c][2,6]naphthyridine-8-carboxylic acid